6-bromo-N-(3-chloro-4-morpholinylphenyl)-[1,2,4]triazolo[4,3-a]pyrazin-8-amine BrC=1N=C(C=2N(C1)C=NN2)NC2=CC(=C(C=C2)N2CCOCC2)Cl